6-chloro-1-(4-fluoro-2-methylphenyl)-3-(6-methoxy-2-methylpyridin-3-yl)-7-methyl-2,3-dihydropyrido[2,3-d]pyrimidin-4(1H)-one ClC1=CC2=C(N(CN(C2=O)C=2C(=NC(=CC2)OC)C)C2=C(C=C(C=C2)F)C)N=C1C